COC=1C=C(C=C(C1OC)OC)C1C(C=2C(=NC(=C(C2N)C#N)N)N1S(=O)(=O)C1=CC=C(C)C=C1)C(=O)OCC 2-(3,4,5-trimethoxyphenyl)-5-cyano-4,6-diamino-3-ethoxycarbonyl-1-p-toluenesulfonyl-2,3-dihydro-1H-pyrrolo[2,3-b]pyridine